(R)-1-(pyridazin-4-ylcarbamoyl)-6-azaspiro[2.5]octane-6-carboxylate N1=NC=C(C=C1)NC(=O)[C@@H]1CC12CCN(CC2)C(=O)[O-]